C(CCCCCC)C1=NOC(=N1)CC(C(=O)O)=C 2-((3-heptyl-1,2,4-oxadiazol-5-yl)methyl)acrylic acid